C1(=CC=CC=C1)C1=NC(=NC(=N1)C1=CC=CC=C1)C1=C(C=CC=C1)B1OC(C(O1)(C)C)(C)C 2,4-diphenyl-6-(2-(4,4,5,5-tetramethyl-1,3,2-dioxaborolan-2-yl)phenyl)-1,3,5-triazine